1-(4-(3-((4-amino-5-(4-chloro-3-methylphenyl)-7-isopropyl-7H-pyrrolo[2,3-d]pyrimidin-6-yl)ethynyl)azetidin-1-yl)piperidin-1-yl)prop-2-en-1-one NC=1C2=C(N=CN1)N(C(=C2C2=CC(=C(C=C2)Cl)C)C#CC2CN(C2)C2CCN(CC2)C(C=C)=O)C(C)C